N1(CCNCC1)C(CCCCC)=O 1-piperazin-1-ylhexan-1-one